N2-((R)-5-(tert-butoxy)-2-(4-(4-iodophenyl)butanamido)-5-oxopentanoyl)-N6-(2-(4,7,10-tris(2-(tert-butoxy)-2-oxoethyl)-1,4,7,10-tetraazacyclododecan-1-yl)acetyl)-D-lysine C(C)(C)(C)OC(CC[C@H](C(=O)N[C@H](CCCCNC(CN1CCN(CCN(CCN(CC1)CC(OC(C)(C)C)=O)CC(OC(C)(C)C)=O)CC(=O)OC(C)(C)C)=O)C(=O)O)NC(CCCC1=CC=C(C=C1)I)=O)=O